Racemic-tert-butyl (2R,5S)-4-[2-[(6-amino-5-cyclopropyl-3-pyridyl)amino]-2-oxo-acetyl]-5-(4-fluorophenyl)-2-methyl-piperazine-1-carboxylate NC1=C(C=C(C=N1)NC(C(=O)N1C[C@H](N(C[C@@H]1C1=CC=C(C=C1)F)C(=O)OC(C)(C)C)C)=O)C1CC1 |r|